1-(2-(pyridin-3-yloxy)ethyl)-1H-pyrazole-5-carboxylic acid methyl ester COC(=O)C1=CC=NN1CCOC=1C=NC=CC1